ClC=1C(N(C(=CC1OC([2H])([2H])C1=NC=C(C=C1F)F)C)C1=CC(=NC=C1C)N1N=C(C(=C1)C)C(C)(C)NC(C)=O)=O N-(2-(1-(3-chloro-4-((3,5-difluoropyridin-2-yl)methoxy-d2)-5',6-dimethyl-2-oxo-2H-[1,4'-bipyridin]-2'-yl)-4-methyl-1H-pyrazol-3-yl)propan-2-yl)acetamide